N(=C=O)CCCCCCN=C=O 1,6-diisocyanato-hexane